N2-cyclopropyl-N4-[5-[2-methyl-4-[[(2R)-1-methylazetidin-2-yl]methoxy]pyrazol-3-yl]pyrazolo[1,5-a]pyridin-2-yl]pyrimidine-2,4-diamine C1(CC1)NC1=NC=CC(=N1)NC1=NN2C(C=C(C=C2)C=2N(N=CC2OC[C@@H]2N(CC2)C)C)=C1